CC(=CCC/C(=C/CCC(=C)C=C)/C)C trans-β-Farnesene